(9H-fluoren-9-ylmethyl) 2-(3-bromo-5-chloro-phenyl)piperazine-1,4-dicarboxylate BrC=1C=C(C=C(C1)Cl)C1N(CCN(C1)C(=O)[O-])C(=O)OCC1C2=CC=CC=C2C=2C=CC=CC12